OC1=C(C=C(C=C1)O)C(=O)C1=CC=CC=C1 (2,5-dihydroxy-phenyl)(phenyl)-methanone